OC=1C=NC=C(C=O)C1 5-HYDROXYNICOTINALDEHYDE